N4-[7-methoxy-4-(oxan-4-yl)-1H-1,3-benzodiazol-2-yl]-N1,N1-dimethylbenzene-1,4-dicarboxamide COC1=CC=C(C2=C1NC(=N2)NC(=O)C2=CC=C(C=C2)C(=O)N(C)C)C2CCOCC2